COC(=O)C=1C=C2C(C(NC(C2=CC1)=O)O)(F)F 4,4-difluoro-3-hydroxy-1-oxo-1,2,3,4-tetrahydroisoquinoline-6-carboxylic acid methyl ester